ClC=1N=C(N2N=C(N=CC21)N[C@H]2[C@@H](COCC2)O)CC(C)C (3S,4R)-4-{[5-chloro-7-(2-methylpropyl)imidazo[4,3-f][1,2,4]triazin-2-yl]amino}oxan-3-ol